4-(5-chloro-2-(4-chloro-1H-1,2,3-triazol-1-yl)phenyl)-5-methoxy-1-((1-(2-methylpyridin-3-yl)-1H-1,2,4-triazol-4-yl)methyl)pyridin-2(1H)-one ClC=1C=CC(=C(C1)C1=CC(N(C=C1OC)CN1C=NN(C1)C=1C(=NC=CC1)C)=O)N1N=NC(=C1)Cl